FC(=CC1=CC=C(C=C1)I)F 1-(2,2-difluorovinyl)-4-iodobenzene